1-[[(3S)-3-methyl-6-(4,4,4-trifluorobutoxy)-3,4-dihydronaphthalen-2-yl]methyl]azetidine-3-carboxylic acid tryptophan salt N[C@@H](CC1=CNC2=CC=CC=C12)C(=O)O.C[C@@H]1C(=CC2=CC=C(C=C2C1)OCCCC(F)(F)F)CN1CC(C1)C(=O)O